1-[[4-[4-methyl-6-(trifluoromethyl)pyrimidin-2-yl]phenyl]methyl]pyrrolidin-2-one tert-butyl-((4-((6-(4,4-dimethylcyclohexyl)-2-methylpyridin-3-yl)amino)cyclohexyl)methyl)carbamate C(C)(C)(C)N(C(O)=O)CC1CCC(CC1)NC=1C(=NC(=CC1)C1CCC(CC1)(C)C)C.CC1=NC(=NC(=C1)C(F)(F)F)C1=CC=C(C=C1)CN1C(CCC1)=O